N1C=NC2=C1C=NC=N2 pyrimidinoimidazole